C1(=CC=C(C=C1)S(=O)(=O)C1=CC=C(C=C1)C)C di(4-toluyl) sulfone